Cl.NC1[C@H]2CCN(CC[C@@H]12)C(=O)OCC1=CC=CC=C1 (1R,7S,8r)-benzyl 8-amino-4-azabicyclo[5.1.0]octane-4-carboxylate, hydrochloride